C(C=C)P([O-])(O)=O.[NH4+] monoammonium allylphosphonate